FC1=C2C(=C(C=3N=C(NC31)C3CN(CCO3)C)F)CC(C2)CO [4,8-difluoro-2-(4-methylmorpholin-2-yl)-3,5,6,7-tetrahydrocyclopenta[f]benzimidazol-6-yl]methanol